distearoyl-glycero-3-phosphate choline OCC[N+](C)(C)C.C(CCCCCCCCCCCCCCCCC)(=O)OP(OCC(CO)O)(=O)OC(CCCCCCCCCCCCCCCCC)=O